C(C)(C)(C)OC(=O)N1C[C@H](CC1)[C@@H](C(=O)OC(C)(C)C)CC1=CC=C(C=C1)Br (3R)-3-[(2S)-3-(4-bromophenyl)-1-(tert-butoxy)-1-oxopropane-2-yl]pyrrolidine-1-carboxylic acid tert-butyl ester